4-bromo-3-phenyl-1-((2-(trimethylsilyl)ethoxy)methyl)-1H-pyrazole BrC=1C(=NN(C1)COCC[Si](C)(C)C)C1=CC=CC=C1